NC=1C(=NC=CC1)\C=N\NC(=S)N [(E)-(3-aminopyridin-2-yl)methylideneamino]thiourea